CNC(C1=CC=C(C=C1)C=1N=NN(C1)C1=CC(=CC=C1)[C@H](C)SC1=NN=CN1C)=O (S)-N-methyl-4-(1-(3-(1-(4-methyl-4H-1,2,4-triazol-3-ylsulfanyl)ethyl)phenyl)-1H-1,2,3-triazol-4-yl)benzamide